C(C)(=O)OC1=C(OC)C=C(C=CC)C=C1 isoeugenyl acetate